[Pt](Cl)Cl.C=CC=CCCCC octadiene platinum dichloride